C1CCC2=C(C=3CCCC3C=C12)NC(=O)N=[S@](=O)(NC)C1=CN=C(S1)C(C)(C)O (S)-N'-((1,2,3,5,6,7-hexahydro-s-indacen-4-yl)carbamoyl)-2-(2-hydroxypropan-2-yl)-N-methylthiazole-5-sulfonimidamide